2-(2-ethoxyethoxy)-6-phenyl-4,4'-bipyridine C(C)OCCOC1=NC(=CC(=C1)C1=CC=NC=C1)C1=CC=CC=C1